C(CCCCCCCCCCC)OC[C@@H](OCCCCCCCCCCCC)COP(=O)(O)OCCN 1,2-dilauryl-sn-glycero-3-phosphoethanolamine